(2R,4S,5R)-4-hydroxy-5-(hydroxymethyl)tetrahydrofuran O[C@H]1CCO[C@@H]1CO